O[C@H]1CC(N(C1)CC(=O)O)=O 2-((S)-4-hydroxy-2-oxo-pyrrolidin-1-yl)acetic acid